2-(1-((4-carboxyphenyl)amino)-3-(2-(fluoromethyl)cyclopropyl)-1-oxopropan-2-yl)-5-(3-chloro-6-(difluoromethyl)-2-fluorophenyl)pyridine 1-oxide C(=O)(O)C1=CC=C(C=C1)NC(C(CC1C(C1)CF)C1=[N+](C=C(C=C1)C1=C(C(=CC=C1C(F)F)Cl)F)[O-])=O